Nickel-iron sulfate S(=O)(=O)([O-])[O-].[Fe+2].[Ni+2].S(=O)(=O)([O-])[O-]